2,2-dimethyl-2H-benzopyran-6-carbaldehyde CC1(OC2=C(C=C1)C=C(C=C2)C=O)C